7-fluoro-2-[(2S,4S)-2-hydroxy-4-[[6-oxo-5-(trifluoromethyl)-1H-pyridazin-4-yl]amino]pentyl]-6-[5-(trifluoromethyl)pyrimidin-2-yl]isoquinolin-1-one FC1=C(C=C2C=CN(C(C2=C1)=O)C[C@H](C[C@H](C)NC=1C=NNC(C1C(F)(F)F)=O)O)C1=NC=C(C=N1)C(F)(F)F